N[N+]1=CC(=C(C=C1)NC(=O)OC(C)(C)C)OC 1-amino-4-((tert-butoxycarbonyl)amino)-3-methoxypyridin-1-ium